BrC1=C2CNCC2=CC=C1 4-bromoisoindolin